2-tert-butylimino-2-ethylamino-1,3-dimethylperhydro-1,3,2-diazaphosphorine C(C)(C)(C)N=P1(N(CCCN1C)C)NCC